C[C@H]1N(CCC1)C1=CC=C(C=N1)N (R)-6-(2-methylpyrrolidin-1-yl)pyridin-3-amine